BrC=1C=CC2=C(CC(CC=3N2C(=NN3)[C@@H]3CC[C@H](CC3)C(F)(F)F)N)C1 8-bromo-1-[trans-4-(trifluoromethyl)cyclohexyl]-5,6-dihydro-4H-[1,2,4]Triazolo[4,3-a][1]Benzazepin-5-amine